p-phenylazoaniline C1=CC=C(C=C1)N=NC2=CC=C(C=C2)N